diethyldiphenylurea (carbamite) C(N)O.C(C)N(C(N(C1=CC=CC=C1)CC)=O)C1=CC=CC=C1